C(C)(C)(C)OC(=O)N[C@H](CC(=O)O)CC1=CC=C(C=C1)F (S)-N-t-butoxycarbonyl-3-amino-4-(4-fluorophenyl)butyric acid